5-fluoro-2'-(methylthio)-3,4,5',8'-tetrahydro-1H,6'H-spiro[naphthalene-2,7'-quinazoline]-4'-yl trifluoromethanesulfonate FC(S(=O)(=O)OC1=NC(=NC=2CC3(CCC12)CC1=CC=CC(=C1CC3)F)SC)(F)F